C(=O)(O)C=1C2=C(C3=C(C(=C(N3C(=O)O)C=C3C=CC(C=C4C=CC(=CC(C1)=N2)N4)=N3)C3=CC=CC=C3)C(=O)O)C(=O)O.[Co+2] cobalt (ii) tetracarboxyphenylporphyrin